BrC1=C(C=CC2=C(N(N=C12)CC)C(=O)C1=CC(=C(C(=C1)Br)O)Br)OC([2H])([2H])[2H] (7-bromo-2-ethyl-6-trideuteromethoxy-2H-indazol-3-yl)(3,5-dibromo-4-hydroxyphenyl)methanone